(R)-4-methyl-1-oxo-1-((S)-6-(((S)-3-oxo-1-((S)-2-oxopyrrolidin-3-yl)-4-(trifluoromethoxy)butan-2-yl)carbamoyl)-5-azaspiro[2.4]heptan-5-yl)pentan-2-yl propionate C(CC)(=O)O[C@@H](C(N1CC2(CC2)C[C@H]1C(N[C@@H](C[C@H]1C(NCC1)=O)C(COC(F)(F)F)=O)=O)=O)CC(C)C